4-((7-chloroisoquinolin-1-yl)amino)-N-(chroman-6-ylmethyl)pyridinecarboxamide ClC1=CC=C2C=CN=C(C2=C1)NC1=CC(=NC=C1)C(=O)NCC=1C=C2CCCOC2=CC1